ClC=1C=CC(=C(C1)C1=CC(=NC=C1C(=O)NC=1SC=2C(=NC=C(N2)C2=CC(N(C=C2)C2CC2)=O)N1)C)OC 4-(5-chloro-2-methoxy-phenyl)-N-[6-(1-cyclopropyl-2-oxo-1,2-dihydropyridin-4-yl)thiazolo[4,5-b]pyrazin-2-yl]-6-methylnicotinamide